4-(4-bromophenyl)-1-methyl-piperazin-2-one BrC1=CC=C(C=C1)N1CC(N(CC1)C)=O